ClC=1C(=NC(=NC1)NC1=C(C=C(C=C1)N1CCNCC1)OC)NC1=NC=CC=N1 2-((5-chloro-2-((2-methoxy-4-(piperazin-1-yl)phenyl)amino)pyrimidin-4-yl)amino)pyrimidin